1-[6-(2-hydroxy-4,6-dimethyl-phenyl)pyridazin-3-yl]-3,4-dihydro-2H-1,6-naphthyridin-5-ol OC1=C(C(=CC(=C1)C)C)C1=CC=C(N=N1)N1CCCC=2C(=NC=CC12)O